ClC1=C(C(=CC=C1)Cl)NC1N=CCC1CC(=O)O 2-(2-((2,6-dichlorophenyl)amino)-3,4-dihydro-2H-pyrrol-3-yl)acetic acid